CC=1SC(=NN1)S(=O)(=O)COC1=C(C(=C(C(=C1F)F)F)F)F 2-methyl-5-(((perfluorophenoxy)methyl)sulfonyl)-1,3,4-thiadiazole